5-bromo-1-((1-methyl-1H-pyrazol-3-yl)methyl)indoline BrC=1C=C2CCN(C2=CC1)CC1=NN(C=C1)C